4-(1-Isobutyl-piperidin-4-yl)-N-[4-methyl-3-(4-pyridin-3-yl-pyrimidin-2-ylamino)-phenyl]-benzamide C(C(C)C)N1CCC(CC1)C1=CC=C(C(=O)NC2=CC(=C(C=C2)C)NC2=NC=CC(=N2)C=2C=NC=CC2)C=C1